3-(5-ethylisoxazol-4-yl)-5-fluorobenzoic acid C(C)C1=C(C=NO1)C=1C=C(C(=O)O)C=C(C1)F